C(C1CO1)OC1=C(C=CC=C1)CCCC butylphenyl 2,3-epoxypropyl ether